5-cyano-N-(2,2,2-trifluoro-1-(2-methoxyphenyl)ethyl)pyridine-3-sulfonamide C(#N)C=1C=C(C=NC1)S(=O)(=O)NC(C(F)(F)F)C1=C(C=CC=C1)OC